N-nitrosonicotine N(=O)N1CC=CC(=C1)C1N(C)CCC1